CCCCCCCCCCCI iodoundecane